quinoline sulfydryl-acetate SCC(=O)O.N1=CC=CC2=CC=CC=C12